CN1C(=NN=C1)CC1(COC1)C1=CC(=NC(=C1)NCCC(F)(F)F)N1C(C2=CC=CC(=C2C1)C(F)(F)F)=O 2-(4-(3-((4-methyl-4H-1,2,4-triazol-3-yl)methyl)oxetan-3-yl)-6-((3,3,3-trifluoropropyl)amino)pyridin-2-yl)-4-(trifluoromethyl)isoindolin-1-one